1-(2-methylpyrimidin-5-yl)ethan-1-one CC1=NC=C(C=N1)C(C)=O